N-(2,6-dibromopyridin-3-yl)pivalamide BrC1=NC(=CC=C1NC(C(C)(C)C)=O)Br